CC=1C=C(C=C(C1)C)C1=NOC(=N1)C1=CC2=C(N(N=N2)C(C)C)C=C1 5-[3-(3,5-dimethylphenyl)-1,2,4-oxadiazol-5-yl]-1-(propan-2-yl)-1H-1,2,3-benzotriazole